Cl.N1=CC=NC=C1 Pyrazine hydrochloride